ClC1=CC2=C(O[C@@H](CN(S2(=O)=O)CC2=CC(=CC=3C=CSC32)[C@@H](CC(=O)O)C3=C(C2=C(N(N=N2)C)C=C3)C)CC)C=C1F (3R)-3-(7-{[(4R)-8-chloro-4-ethyl-7-fluoro-1,1-dioxo-3,4-dihydro-2H-5,1,2-benzoxathiazepin-2-yl]methyl}-1-benzothien-5-yl)-3-(1,4-dimethyl-1H-benzotriazol-5-yl)propanoic acid